OC=1C=C(C=C(C1O)O)[C@H]1OC=2C=C(C=C(C2C[C@@H]1O)O)O (2R,3S)-2-(3,4,5-trihydroxyphenyl)-3,4-dihydro-2H-chromen-3,5,7-triol